C(CCCN1N=C(C=C1C(=O)NC1=C(C=CC=C1)Br)C1=CC=NC=C1)N1N=C(C=C1C(=O)NC1=C(C=CC=C1)Br)C1=CC=NC=C1 1,1'-(butane-1,4-diyl)bis(N-(2-bromophenyl)-3-(pyridin-4-yl)-1H-pyrazole-5-carboxamide)